dodecylsulfonate, tetrahexylammonium salt C(CCCCC)[N+](CCCCCC)(CCCCCC)CCCCCC.C(CCCCCCCCCCC)S(=O)(=O)[O-]